FC(C1=CC=C(C=C1)C1=CN=C(N1)CN)(F)F 1-{5-[4-(Trifluoromethyl)phenyl]-1H-imidazol-2-yl}methylamine